F[C@H]1CN(CC[C@H]1NC1=C2C=C(N(C2=CC=C1)CC(F)(F)F)C=1SC(=CN1)C=O)C 2-(4-(((3S,4R)-3-fluoro-1-methylpiperidin-4-yl)amino)-1-(2,2,2-trifluoroethyl)-1H-indol-2-yl)thiazole-5-carbaldehyde